1-[4-(2-Fluoro-4-hydroxy-phenyl)-piperazin-1-yl]-2-phenyl-ethanone FC1=C(C=CC(=C1)O)N1CCN(CC1)C(CC1=CC=CC=C1)=O